(S,4Z,7Z,10Z,13Z)-12-methylnonadeca-4,7,10,13-tetraen-1-ol C[C@H](\C=C/C\C=C/C\C=C/CCCO)\C=C/CCCCC